O1CCOC12CCC(CC2)C=2SC(=C(N2)C(F)(F)F)C2=NC(=NC=C2F)NC2CCN(CC2)S(=O)(=O)C 4-(2-(1,4-dioxaspiro[4.5]decan-8-yl)-4-(trifluoromethyl)thiazol-5-yl)-5-fluoro-N-(1-(methylsulfonyl)piperidin-4-yl)pyrimidin-2-amine